BrC1=CC(=CC=C1)C(C)(C)C 1-bromo-3-tert-butylbenzene